FC1(CCN(CC1)C(=O)C1=CC=C(C=C1)C=1C=C(C2=C(C=C(O2)CNC(\C=C\C=2C=NC=CC2)=O)C1)C=1C=NC=CC1)F (E)-N-((5-(4-(4,4-difluoropiperidine-1-carbonyl)phenyl)-7-(pyridin-3-yl)benzofuran-2-yl)methyl)-3-(pyridin-3-yl)acrylamide